ClC1=CC=C(C[C@@H]2CC[C@]([C@]2(O)CN2N=CN=C2)(C)CCl)C=C1 (1S,2S,5S)-5-(4-chlorobenzyl)-2-chloromethyl-2-methyl-1-(1H-1,2,4-triazol-1-ylmethyl)cyclopentanol